4-bromo-5-[4-(2-trifluoromethyl-benzenesulfonyl)-piperazin-1-yl]-benzofuran-2-carboxylic acid BrC1=C(C=CC2=C1C=C(O2)C(=O)O)N2CCN(CC2)S(=O)(=O)C2=C(C=CC=C2)C(F)(F)F